CN1C2(C3=NC=4N(C(=C3C1)N[C@@H]1C[C@H](CC1)N)N=CC4)CCCC2 (1S,3S)-N1-(6'-methyl-6',7'-dihydrospiro[cyclopentane-1,5'-pyrazolo[1,5-a]pyrrolo[3,4-d]pyrimidine]-8'-yl)cyclopentane-1,3-diamine